IC(CC(CC(CC(CC(CC(CCCC(OCCCCCCC)OC(CCCC(CC(CC(CC(CC(CC(C)I)C)C)C)C)C)OCCCCCCC)C)C)C)C)C)C 14-iodo-4,6,8,10,12-pentamethylpentadecylheptyloxymethyl ether